[OH-].[Li+].ClC=1C=C2C=NN(C2=C(C1)C(=O)NC1CC2(CCC2)C1)CC=1C=NC(=CC1)C1=CC=CC=C1 6-(5-chloro-1-((6-phenylpyridin-3-yl)methyl)-1H-indazole-7-carboxamido)spiro[3.3]heptane Lithium hydroxide